C(C)OC(C(C1=CC=CC=C1)N(CCC)[C@@H]1CC2=CC=CC(=C2CC1)OC)=O 2-(((S)-5-methoxy-1,2,3,4-tetrahydronaphthalen-2-yl)(n-propyl)amino)-2-phenylacetic acid ethyl ester